5,10,15,20-tetraphenyl-21H,23H-porphyrin copper (II) [Cu+2].C1(=CC=CC=C1)C=1C2=CC=C(N2)C(=C2C=CC(C(=C3C=CC(=C(C=4C=CC1N4)C4=CC=CC=C4)N3)C3=CC=CC=C3)=N2)C2=CC=CC=C2